O[C@H](COC=1C=C(C=CC1)S(=O)(=O)NC)CN[C@@H]1COC2(C1)CCN(CC2)S(=O)(=O)C2=CC1=C(OCCN1C)N=C2O 3-((S)-2-hydroxy-3-((S)-8-(6-hydroxy-1-methyl-2,3-dihydro-1H-pyrido[2,3-b][1,4]oxazin-7-ylsulfonyl)-1-oxa-8-azaspiro[4.5]dec-3-ylamino)propoxy)-N-methylbenzenesulfonamide